OC1=CC=CC=2C(C3=CC=CC=C3OC12)=O 4-hydroxy-9H-xanthen-9-one